N-[(3S)-3-cyanotetrahydrofuran-3-yl]-3-[3-(difluoromethoxy)phenyl]-1-isopropyl-pyrazolo[4,3-b]pyridine-6-carboxamide C(#N)[C@@]1(COCC1)NC(=O)C=1C=C2C(=NC1)C(=NN2C(C)C)C2=CC(=CC=C2)OC(F)F